C(CCC)(=O)SCCOP(=O)(OCCSC(C(C)(C)C)=O)C(C1=CC2=C(SC(=C2)C(=O)OC2=C(C(=C(C(=C2F)F)F)F)F)C=C1)(F)F Perfluorophenyl 5-(((2-(butyrylthio)ethoxy)(2-(pivaloylthio)ethoxy)phosphoryl)difluoromethyl)benzo[b]thiophene-2-carboxylate